[8-(6,7-dimethoxyquinazolin-4-yl)-2,8-diazaspiro[4.5]decan-2-yl](2-hydroxy-2-methylpropyl)imino-λ6-sulfanone COC=1C=C2C(=NC=NC2=CC1OC)N1CCC2(CCN(C2)S(=O)=NCC(C)(C)O)CC1